Tert-butyl (6-(4-((3-(4-(difluoromethoxy)phenyl)imidazo[1,2-a]pyrazin-8-yl)amino)-2-methylbenzamido)hexyl)carbamate FC(OC1=CC=C(C=C1)C1=CN=C2N1C=CN=C2NC2=CC(=C(C(=O)NCCCCCCNC(OC(C)(C)C)=O)C=C2)C)F